2-(4'-ethynyl-[1,1'-biphenyl]-4-yl)-4,4,5,5-tetramethyl-1,3-dioxolane C(#C)C1=CC=C(C=C1)C1=CC=C(C=C1)C1OC(C(O1)(C)C)(C)C